(3R,4S)-3-cyclopropyl-4-methyl-1-(6-(1-((3-methyloxetan-3-yl)methyl)-1H-pyrazol-4-yl)pyrrolo[1,2-b]pyridazin-4-yl)-2-oxopyrrolidine-3-carbonitrile C1(CC1)[C@]1(C(N(C[C@H]1C)C=1C=2N(N=CC1)C=C(C2)C=2C=NN(C2)CC2(COC2)C)=O)C#N